ClC1=CC=C2C(=C(N(C2=C1)C=1C=NN(C1)CC)C1CC1)SC1=CC=CC(=N1)C(=O)O 6-((6-chloro-2-cyclopropyl-1-(1-ethyl-1H-pyrazol-4-yl)-1H-indol-3-yl)thio)picolinic acid